3-amino-5-methyl-1H-1,2,4-triazol NC1=NNC(=N1)C